[Li+].FCC(=O)[O-] (fluoro)acetic acid lithium salt